COC=1C=C(C=CC1OC)I 3,4-dimethoxy-1-iodobenzene